C1N(CC12CCNCC2)C2=CC=C(C=C2)C=2C=1C(=C(SC1N1C(=NN=C1[C@@H](N2)CC=2OC=CN2)C)C)C 2-[[(9S)-7-[4-(2,7-diazaspiro[3.5]nonan-2-yl)phenyl]-4,5,13-trimethyl-3-thia-1,8,11,12-tetrazatricyclo[8.3.0.02,6]trideca-2(6),4,7,10,12-pentaen-9-yl]methyl]oxazole